4-(4-azido-3-(2-methoxy-2-oxoethyl)phenyl)piperazine-1-carboxylic acid tert-butyl ester C(C)(C)(C)OC(=O)N1CCN(CC1)C1=CC(=C(C=C1)N=[N+]=[N-])CC(=O)OC